4-ethyl-5-oxo-2,3,4,5-tetrahydro-1H-benzo[e][1,4]diazepine-8-carboxylate C(C)N1CCNC2=C(C1=O)C=CC(=C2)C(=O)[O-]